C(C)N1C(N(C(C2=CC(=CC=C12)S(=O)(=O)N[C@]1([C@H](C1)CCO)C)=O)CC)=O 1,3-diethyl-N-[(1R,2R)-2-(2-hydroxyethyl)-1-methylcyclopropyl]-2,4-dioxoquinazoline-6-sulfonamide